N-lauroyl-aspartic acid methyl ester COC([C@@H](NC(CCCCCCCCCCC)=O)CC(=O)O)=O